FC1=C(C(=C(C=C1F)F)F)S(=O)(=O)N(C)C1=CC(=C(C=C1)OC)F 2,3,5,6-tetrafluoro-N-(3-fluoro-4-methoxy-phenyl)-N-methyl-benzenesulfonamide